C(C)NC1=C(C=NC2=CC=C(C=C12)C1=CN=CS1)C(=O)NC[C@H](C(C)(C)O)F (R)-4-(ethylamino)-N-(2-fluoro-3-hydroxy-3-methylbutyl)-6-(thiazol-5-yl)quinoline-3-carboxamide